P(=O)(OCCCC)(OC(CC)CCCC)OC(CC)CCCC butyl di-(3-heptyl) phosphate